FC1=C(C=C(C(=C1)[N+](=O)[O-])F)C(C(=O)O)C(=O)O 2,5-difluoro-4-nitrophenylmalonic acid